ClC1=CC=C(C=C1)NC(=O)C1(CC1)C(=O)O 1-((4-chlorophenyl)carbamoyl)cyclopropanecarboxylic acid